CC([C@@H](C(=O)N1[C@@H]([C@H]2C([C@H]2C1)(C)C)C(=O)OC)NC(=O)[C@H]1COCC1)(C)C methyl (1R,2S,5S)-3-[(2S)-3,3-dimethyl-2-[[(3R)-tetrahydrofuran-3-carbonyl]amino]butanoyl]-6,6-dimethyl-3-azabicyclo[3.1.0]hexane-2-carboxylate